C1(CC1)N(C=1N=CC(=NC1)C1=C(C=C(C(=C1)F)C1=NC=NC(=C1)OC)O)C1C([C@@H]2CC[C@H](C1)N2)F 2-(5-(cyclopropyl((1S,5R)-2-fluoro-8-azabicyclo[3.2.1]octan-3-yl)amino)pyrazin-2-yl)-4-fluoro-5-(6-methoxypyrimidin-4-yl)phenol